O=C1NC(CCC1N1C(C2=CC=CC(=C2C1=O)NCCCCCCNC(OC(C)(C)C)=O)=O)=O tert-butyl N-[6-[[2-(2,6-dioxo-3-piperidyl)-1,3-dioxo-isoindolin-4-yl]amino] hexyl]carbamate